BrC=1C(=NN(C1C1=CC=C(C=C1)[N+](=O)[O-])C)C1CC1 4-bromo-3-cyclopropyl-1-methyl-5-(4-nitrophenyl)-1H-pyrazole